5-Bromo-2-cyanopyridin-3-yl 3-[4-(4,5-dichlorothiazol-2-yl)-1H-1,2,3-triazol-1-yl]-3-deoxy-2-O-methyl-1-thio-α-D-galactopyranoside ClC=1N=C(SC1Cl)C=1N=NN(C1)[C@@H]1[C@H]([C@@H](SC=2C(=NC=C(C2)Br)C#N)O[C@@H]([C@@H]1O)CO)OC